C(CCC)N1C(N(C(C1)=O)C1=NC=C(C=N1)OCC1=C(C=CC=C1Cl)Cl)=O 1-butyl-3-{5-[(2,6-dichlorophenyl)methoxy]pyrimidin-2-yl}imidazolidine-2,4-dione